(S)-tert-butyl (1-(4-chloropyridin-2-yl) but-3-en-1-yl)carbamate ClC1=CC(=NC=C1)[C@H](CC=C)NC(OC(C)(C)C)=O